C1(CC1)N1N=C(C(C2=CC=C(C=C12)C(F)(F)F)=O)CCO[Si](C(C)C)(C(C)C)C(C)C 1-cyclopropyl-7-(trifluoromethyl)-3-(2-((triisopropylsilyl)oxy)ethyl)cinnolin-4(1H)-one